(Z)-2-(5-fluoro-2-oxoindolin-3-ylidene)-N-(4-(trifluoromethyl)phenyl)hydrazinecarbothioamide FC=1C=C2/C(/C(NC2=CC1)=O)=N/NC(NC1=CC=C(C=C1)C(F)(F)F)=S